ClC1=CC=C2C(=NC=3N(C2=C1)N=NN3)N(C=3C=C(C=CC3)C3=CC=C(C=C3)N3S(CCC3)(=O)=O)C 2-(3'-((8-chlorotetrazolo[1,5-a]quinazolin-5-yl)(methyl)amino)-[1,1'-biphenyl]-4-yl)isothiazolidine 1,1-dioxide